C[C@@H]1COCCN1C=1C2=C(N=C(N1)C1=C3C(=NC=C1)NC=C3)C(=CS2)C2(CCNCC2)O (R)-4-(4-(3-methylmorpholino)-2-(1H-pyrrolo[2,3-b]pyridin-4-yl)thieno[3,2-d]pyrimidin-7-yl)piperidin-4-ol